2-chloro-8-morpholino-7,8-dihydro-1,6-naphthyridine-6(5H)-carboxylic acid tert-butyl ester C(C)(C)(C)OC(=O)N1CC=2C=CC(=NC2C(C1)N1CCOCC1)Cl